ClC1=CC2=C(C=C3N2C(=NN(C3=O)CC(=O)NC3=NC=NC(=C3)C(F)F)C(C)C)S1 2-(2-Chloro-5-isopropyl-8-oxothieno[2',3':4,5]pyrrolo[1,2-d][1,2,4]triazin-7(8H)-yl)-N-(6-(difluoromethyl)pyrimidin-4-yl)acetamide